(S,Z)-N-((4-(Methoxyimino)-1-(2'-methyl-[1,1'-biphenyl]-4-carbonyl)pyrrolidin-2-yl)methyl)acetamide CO\N=C/1\C[C@H](N(C1)C(=O)C1=CC=C(C=C1)C1=C(C=CC=C1)C)CNC(C)=O